N-(9,9-dimethyl-9H-fluoren-2-yl)dibenzothiophen-3-amine CC1(C2=CC=CC=C2C=2C=CC(=CC12)NC=1C=CC2=C(SC3=C2C=CC=C3)C1)C